BrC1=CC(=NC=C1)CC(COC)N [(4-bromo-2-pyridyl)methyl]-2-methoxy-ethanamine